C(CCC)OC(C(=C)C#N)=O butyl-2-cyanoacrylate